O[C@H](C)C1=CC=C2C3(CC=4C(=NOC4C2=C1)NS(=O)(=O)C1=C(C=CC=C1)OC)CC3 |r| rac-N-(8'-(1-hydroxyethyl)-4'H-spiro[cyclopropane-1,5'-naphtho[2,1-d]isoxazol]-3'-yl)-2-methoxybenzenesulfonamide